OC(C(=O)N[C@@H](CO)[C@H](O)CCCCCCCCCCCCCCC)CCCCCCCCCCCCCC N-(2-hydroxyhexadecanoyl)-sphinganine